FC(CN1N=CC(=C1)C1=NC(=NC=C1C(F)(F)F)NC1CCN(CC1)C(=O)OC(C)(C)C)(F)F tert-Butyl 4-((4-(1-(2,2,2-trifluoroethyl)-1H-pyrazol-4-yl)-5-(trifluoromethyl)pyrimidin-2-yl)amino)piperidine-1-carboxylate